NC1=NC(=NC=C1)C=1C=NN(C1O[C@H](CCNC1=C(C=NC(=C1)Cl)C1=NC=CC(=C1)OC(F)F)C)C (S)-N-(3-((4-(4-aminopyrimidin-2-yl)-1-methyl-1H-pyrazol-5-yl)oxy)butyl)-6'-chloro-4-(difluoromethoxy)-[2,3'-bipyridin]-4'-amine